C(\C=C/C(=O)OC)(=O)OC (S)-(+)-dimethyl maleate